CC(C#N)(C)C1=CC=C(C=C1)N1C(=NC=2C=NC=3C=CC(=CC3C21)C2=CC1=CC=CC=C1C=C2)C 2-methyl-2-(4-(2-methyl-8-(naphthalen-2-yl)-1H-imidazo[4,5-c]quinolin-1-yl)phenyl)propionitrile